C(CC)SC(SCCC)SCCC 1-[bis(propylthio)methylthio]propane